FC(OC1=C(C(=O)OC(C)(C)C)C(=CC(=C1)C=1N(N=C2C=C(C=C(C12)OC(F)F)C1=NN(N=C1)C)C)OC)F tert-butyl 2-(difluoromethoxy)-4-[4-(difluoromethoxy)-2-methyl-6-(2-methyltriazol-4-yl)indazol-3-yl]-6-methoxybenzoate